C1(=CC=CC=C1)[Se]\C=C/C1=CC=CC=C1 (Z)-styryl (phenyl) selenoether